NC1N(CCNC1N)C1=CC=CC=2OCCOC21 5-(2,3-diaminopiperazin-1-yl)-2,3-dihydro-1,4-benzodioxine